(Z)-2-(5-hydroxy-1H-indol-3-yl)-3-(pyridin-3-yl)acrylonitrile OC=1C=C2C(=CNC2=CC1)/C(/C#N)=C/C=1C=NC=CC1